C(N)([S-])=S.[Na+] sodium dithiocarbamic acid salt